C1(CCCCC1)[C@@H](C(=O)N1CCN(CC1)C(=O)C=1N(C2=CC(=C(C(=C2C1)OCCOCCOCCO)F)F)C)NC([C@H](C)NC)=O (S)-N-((S)-1-cyclohexyl-2-(4-(5,6-difluoro-4-(2-(2-(2-hydroxyethoxy)ethoxy)ethoxy)-1-methyl-1H-indole-2-carbonyl)-piperazin-1-yl)-2-oxoethyl)-2-(methylamino)propanamide